3-[4-[4-[6-[8-(1,3-benzothiazol-2-ylcarbamoyl)-3,4-dihydro-1H-isoquinolin-2-yl]-2-tert-butoxycarbonyl-3-pyridyl]-3-methyl-phenoxy]cyclohexyl]propanoic acid S1C(=NC2=C1C=CC=C2)NC(=O)C=2C=CC=C1CCN(CC21)C2=CC=C(C(=N2)C(=O)OC(C)(C)C)C2=C(C=C(OC1CCC(CC1)CCC(=O)O)C=C2)C